C(C)(C)(C)OC(=O)N1C[C@H](CC1)C(C(=O)OC(C)(C)C)SC1=CC(=CC=C1)Br (3S)-3-[1-(3-bromophenyl)sulfanyl-2-tert-butoxy-2-oxoethyl]pyrrolidine-1-carboxylic acid tert-butyl ester